4-(2-fluoro-5-((3-((4-fluoro-3-(pentafluoro-λ6-sulfaneyl)phenyl)carbamoyl)bicyclo[2.2.1]heptan-2-yl)carbamoyl)-4-methoxyphenoxy)-1-methylcyclohexane-1-carboxylic acid FC1=C(OC2CCC(CC2)(C(=O)O)C)C=C(C(=C1)OC)C(NC1C2CCC(C1C(NC1=CC(=C(C=C1)F)S(F)(F)(F)(F)F)=O)C2)=O